(1s,3r)-3-((5-(1-(2,2-difluoroethyl)-4-fluoro-2-methyl-1H-benzo[d]imidazol-6-yl)-4-methoxypyrrolo[2,1-f][1,2,4]triazin-2-yl)amino)-1-ethylcyclobutan-1-ol FC(CN1C(=NC2=C1C=C(C=C2F)C=2C=CN1N=C(N=C(C12)OC)NC1CC(C1)(O)CC)C)F